5-(3-((7-ethyl-6-oxo-5,6-dihydro-1,5-naphthyridin-3-yl)methyl)-3,6-diazabicyclo[3.1.1]heptan-6-yl)-N-methylpyridineamide C(C)C=1C(NC=2C=C(C=NC2C1)CN1CC2N(C(C1)C2)C=2C=CC(=NC2)C(=O)NC)=O